C(C)OP(=O)(OCC)C(C(=O)[O-])CC(=O)OCC 4-ethyl 2-(diethoxyphosphoryl)succinate